(1S,3S,4R)-2-tert-butyloxycarbonyl-5-methylene-2-azabicyclo[2.2.2]octane-3-carboxylic acid C(C)(C)(C)OC(=O)N1[C@@H]2CC([C@H]([C@H]1C(=O)O)CC2)=C